COC=1C=C2C(=NC=NC2=CC1OC)N1CCC(CCC1)CCCP(OCC)(OCC)=O diethyl (3-(1-(6,7-dimethoxyquinazolin-4-yl)azepan-4-yl)propyl)phosphonate